1-[4-(6-Bromo-2-methoxy-pyridin-3-ylamino)-piperidin-1-yl]-ethanone BrC1=CC=C(C(=N1)OC)NC1CCN(CC1)C(C)=O